OSO hydroxyl thioether